ClC1(OC(OC1(F)F)(C(C(F)(F)F)(F)F)C(C(F)(F)F)(F)F)Cl 4,4-dichloro-5,5-difluoro-2,2-bis(pentafluoroethyl)-1,3-dioxolane